FC1=CC=C(C=C1)C1=NOC(=C1COC1=NC=2CCN(CC2C=C1)C(=O)N(C)C)C 2-{[3-(4-fluorophenyl)-5-methyl-1,2-oxazol-4-yl]methoxy}-N,N-dimethyl-5,6,7,8-tetrahydro-1,6-naphthyridine-6-carboxamide